3,5-diacetyl-1,4-dihydrolutidine C(C)(=O)C1=C(NC(=C(C1)C(C)=O)C)C